4-(1,1-difluoro-2-methoxyethyl)-4-hydroxycyclohexan-1-one FC(COC)(F)C1(CCC(CC1)=O)O